(3R)-3-{[9-chloro-2-(1-methyl-1H-pyrazol-4-yl)[1,2,4]triazolo[1,5-c]quinazolin-5-yl]amino}azepan-2-one ClC1=CC=2C=3N(C(=NC2C=C1)N[C@H]1C(NCCCC1)=O)N=C(N3)C=3C=NN(C3)C